4-(7-bromothieno[2,3-c]pyridin-2-yl)-6-[2-(4-fluorophenyl)ethyl]-5-(5-methyl-1,3,4-oxadiazol-2-yl)-2-(2-methylpropyl)-1,4-dihydropyridine-3-carboxamide BrC=1N=CC=C2C1SC(=C2)C2C(=C(NC(=C2C=2OC(=NN2)C)CCC2=CC=C(C=C2)F)CC(C)C)C(=O)N